C1(CC1)C(=O)NC=1N=C2N(C(=CC=C2)C=2C=C(C=CC2)C2=C(C=CC(=N2)P(O)(O)=O)F)C1 (6-(3-(2-(cyclopropanecarboxamido)imidazo[1,2-a]pyridin-5-yl)phenyl)-5-fluoropyridin-2-yl)phosphonic acid